C(C)(C)(C)OC(NC1CCCCC1)=NC1CCCCC1 O-tert-butyl-N,N'-dicyclohexylisourea